[Si](C)(C)(C(C)(C)C)OC1=CC=C(C=C1)[C@H]1C[C@H]([C@H]2[C@@H]1OC(O2)(C)C)N2C=CC1=C2N=C(N=C1Cl)Cl 7-((3aS,4R,6R,6aR)-6-(4-((Tert-butyldimethylsilyl)oxy)phenyl)-2,2-dimethyltetrahydro-4H-cyclopenta[d][1,3]dioxol-4-yl)-2,4-dichloro-7H-pyrrolo[2,3-d]pyrimidine